1-(6-methylpyridin-2-yl)piperidine-4-carboxamide CC1=CC=CC(=N1)N1CCC(CC1)C(=O)N